(S)-2-(4-(1,1-difluoroethyl)-2,6-dimethylphenyl)-6-(1-hydroxyethyl)-2,5-dihydro-4H-pyrazolo[3,4-d]pyrimidin-4-one FC(C)(F)C1=CC(=C(C(=C1)C)N1N=C2N=C(NC(C2=C1)=O)[C@H](C)O)C